(6R,12aR)-2,3,6,7,12,12a-hexahydro-2-methyl-6-(3,4-methylenedioxyphenyl)-pyrazino[2',1':6,1]-pyrido[3,4-b]indole-1,4-dione CN1C([C@H]2CC3=C(NC=4C=CC=CC34)[C@H](N2C(C1)=O)C1=CC2=C(C=C1)OCO2)=O